3-(2-hydroxy-1-(2-methoxyphenyl)ethoxy)azetidine-1-carboxylic acid tert-butyl ester C(C)(C)(C)OC(=O)N1CC(C1)OC(CO)C1=C(C=CC=C1)OC